Methyl naphtho[2,1-d]thiazole-7-carboxylate S1C=NC2=C1C1=CC=C(C=C1C=C2)C(=O)OC